2-hydroxy-propylenediamine OC(CN)(C)N